3-Nitro-4-(propylamino)benzonitrile [N+](=O)([O-])C=1C=C(C#N)C=CC1NCCC